CCCC(CCCCCCCCCC)=O gamma-tetradecanal